1,6-dimethyl-4-((3,4,5-trimethoxyphenyl)amino)-1H-indole-2-carboxylic acid ethyl ester C(C)OC(=O)C=1N(C2=CC(=CC(=C2C1)NC1=CC(=C(C(=C1)OC)OC)OC)C)C